O1CCC(CC1)C1(CC1)C(=O)N tetrahydropyran-4-yl-cyclopropanecarboxamide